methyl 2-(4-((1-hydroxycyclopentyl)methoxy)phenyl)-2-((S)-2-phenylpropanamido)acetate OC1(CCCC1)COC1=CC=C(C=C1)C(C(=O)OC)NC([C@@H](C)C1=CC=CC=C1)=O